C(C)(C)(C)C1=NC=CN=C1 2-t-butylpyrazine